N-methylstearylamine CNCCCCCCCCCCCCCCCCCC